((3R,5S,6R)-5-amino-6-(2,5-difluorophenyl) tetrahydro-2H-pyran-3-yl)-4-methyl-7,8,9,10-tetrahydropyrido[4',3':3,4]pyrazolo[1,5-a]pyrimidine-2-carboxylate N[C@H]1C[C@H](CO[C@@H]1C1=C(C=CC(=C1)F)F)OC(=O)C1=NC=2N(C(=C1)C)N=C1C2CNCC1